C(C)NS(=O)(=O)C1=CC(=C(C=C1)NC([C@H](CC1=CC=CC=C1)NC(C1=CC=C(C=C1)F)=O)=O)F (S)-N-(1-(4-(N-ethylsulfamoyl)-2-fluorophenylamino)-1-oxo-3-phenylpropan-2-yl)-4-fluorobenzamide